N1C=NC2=C3C=CN=CC3=C3C(=C21)C=CC=C3 benz(h)imidazo(4,5-f)isoquinoline